C(N)(=O)[C@@H]1CC2(CN1C(=O)OC(C)(C)C)C(NC1=C(O2)N=CC(=C1)C)=O t-butyl (5'S)-5'-carbamoyl-7-methyl-2-oxo-1,2-dihydrospiro[pyrido[2,3-b][1,4]oxazine-3,3'-pyrrolidine]-1'-carboxylate